C(C1CO1)NCCNCC1CO1 diglycidylethylenediamine